FC1CC(N(C1)C(CCN1N=CN=C1)=O)C(=O)NC(C1=CC=C(C=C1)C(C)C)C1=CC=CC=C1 4-fluoro-N-{phenyl[4-(propan-2-yl)phenyl]methyl}-1-[3-(1H-1,2,4-triazol-1-yl)propanoyl]pyrrolidine-2-carboxamide